tert-butyl 3-(4-amino-5-iodo-7H-pyrrolo[2,3-d]pyrimidin-7-yl)azetidine-1-carboxylate NC=1C2=C(N=CN1)N(C=C2I)C2CN(C2)C(=O)OC(C)(C)C